2-(2-hydroxyphenyl)benzothiazole-methanol OC1=C(C=CC=C1)C1(SC2=C(N1)C=CC=C2)CO